Cl.NCCOC1=CC=C2C=C(C(=C(C2=C1)F)N1CC(NS1(=O)=O)=O)O 5-[7-(2-aminoethoxy)-1-fluoro-3-hydroxy-2-naphthyl]-1,1-dioxo-1,2,5-thiadiazolidin-3-one hydrochloride